OC(=O)C(F)(F)F.[C@@]12(CNC[C@@H]2C1)C1=CC=C(C=C1)C=1C=NC(=C(C(=O)NC2CCC(CC2)O)C1)N 5-(4-((1S,5R)-3-azabicyclo[3.1.0]hex-1-yl)phenyl)-2-amino-N-((1r,4S)-4-hydroxycyclohexyl)nicotinamide TFA salt